6-(2-chlorophenyl)-8-methyl-2-(methylthio)pyrido[2,3-d]pyrimidin-7(8H)-imine ClC1=C(C=CC=C1)C1=CC2=C(N=C(N=C2)SC)N(C1=N)C